N-cinnamyl-2-furancarboxamide C(C=CC1=CC=CC=C1)NC(=O)C=1OC=CC1